ClC1=NN=C(C2=CC=CC=C12)O[C@H]1CN(CCC1)C(=O)OC(C)(C)C tert-butyl (3R)-3-(4-chlorophthalazin-1-yl)oxypiperidine-1-carboxylate